3-bromo-1-(3-chloro-2-pyridyl)-pyrazol BrC1=NN(C=C1)C1=NC=CC=C1Cl